C(=C)CC(=O)O.C(=C)N1C(CCC1)=O (vinyl-pyrrolidone)-(vinyl acetate)